N-(4-cyanophenyl)-4-(6-methyl-2-{[4-(morpholin-4-yl)phenyl]amino}pyrimidin-4-yl)piperazine-1-carboxamide (1-(tert-butyl)-3-((1S,3R)-3-hydroxycyclopentyl)-1H-pyrazol-5-yl)carbamate C(C)(C)(C)N1N=C(C=C1NC(O)=O)[C@@H]1C[C@@H](CC1)O.C(#N)C1=CC=C(C=C1)NC(=O)N1CCN(CC1)C1=NC(=NC(=C1)C)NC1=CC=C(C=C1)N1CCOCC1